4-(4-bromophenyl)-5-methyl-4-phenyl-3-trifluoromethyl-indolopyranone BrC1=CC=C(C=C1)C1(C(C(OC2=C1N(C=1C=CC=CC12)C)=O)C(F)(F)F)C1=CC=CC=C1